Butyl-dimethyl-[[6-methyl-4-(4,4,5,5-tetramethyl-1,3,2-dioxaborolan-2-yl)-2-pyridyl]methoxy]silane C(CCC)[Si](OCC1=NC(=CC(=C1)B1OC(C(O1)(C)C)(C)C)C)(C)C